C1(CC1)C1=C(C(=NO1)C1=C(C=CC=C1Cl)Cl)CO[C@H]1[C@@H]2CN([C@H](C1)C2)C2=CC=C(C(=O)O)C=C2 4-[(1s,4s,5r)-5-{[5-cyclopropyl-3-(2,6-dichlorophenyl)-1,2-oxazol-4-yl]methoxy}-2-azabicyclo[2.2.1]heptan-2-yl]benzoic acid